FC(OCC(=O)NCC1=CC=C(C=C1)C1=NOC(=N1)C(F)(F)F)F 2-(difluoromethoxy)-N-[[4-[5-(trifluoromethyl)-1,2,4-oxadiazol-3-yl]phenyl]methyl]acetamide